C1=CC=C(C=C1)C(O)O HYDROXYBENZYL ALCOHOL